7-cyclopropyl-2-methoxy-8-[(thiophen-3-ylamino)carbonyl]quinoline-3-carboxylic acid C1(CC1)C1=CC=C2C=C(C(=NC2=C1C(=O)NC1=CSC=C1)OC)C(=O)O